NC=1C=CC(=C(C1)S(=O)(=O)N=CN(C)C)C=1C=NN(C1)C(F)F 5-amino-2-[1-(difluoromethyl)-1H-pyrazol-4-yl]-N-[(dimethylamino)methylidene]Benzenesulfonamide